5-(1-isopropyl-1H-benzo[d][1,2,3]triazol-5-yl)-3-(2-methylpyridin-3-yl)-1,2,4-oxadiazole C(C)(C)N1N=NC2=C1C=CC(=C2)C2=NC(=NO2)C=2C(=NC=CC2)C